1-{4-[6-chloro-5-(ethylsulfonyl)pyridin-3-yl]phenyl}cyclopropane-1-carbonitrile ClC1=C(C=C(C=N1)C1=CC=C(C=C1)C1(CC1)C#N)S(=O)(=O)CC